C(C)(C)(C)OC(=O)N(CCC(F)(F)F)C[C@@H]1N(C2=CC(=C(C(=C2C1)F)N1S(NC(C1)=O)(=O)=O)O)C(=O)OC(C)(C)C tert-butyl (2R)-2-{[(tert-butoxycarbonyl)(3,3,3-trifluoropropyl)amino]methyl}-4-fluoro-6-hydroxy-5-(1,1,4-trioxo-1λ6,2,5-thiadiazolidin-2-yl)-2,3-dihydro-1H-indole-1-carboxylate